BrC=1N=C(N(N1)C1=NC=C(C=C1)C#N)C(C)NC(C1=CC(=CC(=C1)C1C(C1)C(F)(F)F)C(F)(F)F)=O N-[1-[5-bromo-2-(5-cyano-2-pyridyl)-1,2,4-triazol-3-yl]ethyl]-3-(trifluoromethyl)-5-[2-(trifluoromethyl)cyclopropyl]benzamide